1-Methyl-1,4-diazacyclohexane CN1CCNCC1